The molecule is a 1-alkyl-2-acyl-sn-glycero-3-phosphate(2-) obtained by deprotonation of the phosphate OH groups of 1-palmityl-2-oleoyl-sn-glycero-3-phosphate; major species at pH 7.3. It is a conjugate base of a 1-palmityl-2-oleoyl-sn-glycero-3-phosphate. CCCCCCCCCCCCCCCCOC[C@H](COP(=O)([O-])[O-])OC(=O)CCCCCCC/C=C\\CCCCCCCC